1-bis(trimethylsiloxy)methylsilyl-6-methyldichlorosilylhexane ((4-((tert-butoxycarbonyl)amino)-1-hydroxycyclohexyl)methoxy)piperidine-1-carboxylate C(C)(C)(C)OC(=O)NC1CCC(CC1)(O)COC1N(CCCC1)C(=O)O.C[Si](OC(O[Si](C)(C)C)[SiH2]CCCCCC[Si](Cl)(Cl)C)(C)C